COC1=C(C=CC=C1C1=NN(C=N1)C)NC1=CC(=NC=C1C=1SC(=NN1)C)NC(=O)C1CC1 N-(4-((2-methoxy-3-(1-methyl-1H-1,2,4-triazol-3-yl)phenyl)amino)-5-(5-methyl-1,3,4-thiadiazol-2-yl)pyridin-2-yl)cyclopropanecarboxamide